tert-Butyl 3-(2-(trifluoromethyl)cyclopropoxy)-1H-pyrazole-1-carboxylate FC(C1C(C1)OC1=NN(C=C1)C(=O)OC(C)(C)C)(F)F